(1-(trifluoromethyl) cyclopropyl) methylbenzenesulfonate CC1=C(C=CC=C1)S(=O)(=O)OC1(CC1)C(F)(F)F